OC1=CC=C2CCCNC2=C1 7-hydroxy-3,4-dihydro-1H-quinoline